OC1CN(C1)C=1OC2=C(N1)C=C(C=C2)NC(=O)C=2C=CC1=C(CCO1)C2 2,3-dihydro-benzofuran-5-carboxylic acid [2-(3-hydroxy-azetidin-1-yl)-benzooxazol-5-yl]-amide